ethyl 2,8,8,11-tetramethyl-4-oxo-5-pentyl-4H,8H-benzo[c][1,3]dioxino[4,5-f]chromene-2-carboxylate CC1(OC(C=2C(=C3C4=C(C(OC3=CC2CCCCC)(C)C)C=CC(=C4)C)O1)=O)C(=O)OCC